1-(4-(3-(benzo[d]oxazol-2-yl-thio)propoxy)phenyl)-3-(3-chlorophenyl)-2-propen-1-one O1C(=NC2=C1C=CC=C2)SCCCOC2=CC=C(C=C2)C(C=CC2=CC(=CC=C2)Cl)=O